(2,6-dimethoxybenzoyl)-2,4,4-trimethylpentylphosphine oxide COC1=C(C(=O)P(CC(CC(C)(C)C)C)=O)C(=CC=C1)OC